(4R,5S,6R)-4-Methyl-6-((R)-1-(2-(methylamino)acetamido)ethyl)-7-oxo-3-((3S,5S)-5-(piperazine-1-carbonyl)pyrrolidin-3-ylthio)-1-azabicyclo[3.2.0]hept-2-ene-2-carboxylic acid C[C@H]1C(=C(N2C([C@@H]([C@@H]12)[C@@H](C)NC(CNC)=O)=O)C(=O)O)S[C@@H]1CN[C@@H](C1)C(=O)N1CCNCC1